S1C(=CC2=C1C=CC=C2)C2=CC(=NN2)C(=O)OCC Ethyl 5-(1-benzothiophen-2-yl)-1H-pyrazole-3-carboxylate